6-[2,3-difluoro-4-(2-oxopropoxy)phenyl]-5-methyl-4,5-dihydro-2H-pyridazin-3-one FC1=C(C=CC(=C1F)OCC(C)=O)C=1C(CC(NN1)=O)C